4-(5-(bromomethyl)-2-(2,4-difluorophenoxy)phenyl)-6-methyl-1-toluenesulfonyl-1,6-dihydro-7H-pyrrolo[2,3-c]pyridin-7-one BrCC=1C=CC(=C(C1)C=1C2=C(C(N(C1)C)=O)N(C=C2)S(=O)(=O)CC2=CC=CC=C2)OC2=C(C=C(C=C2)F)F